C(C)(C)(C)C1=C(N)C=C(C=C1)C(C)(C)C 2,5-Di-tert-butylaniline